ClC=1N=CC=2N(C=3N(C2N1)C1(CN3)CCCCC1)C 2'-chloro-5'-methyl-5',7'-dihydrospiro[cyclohexane-1,8'-imidazo[1,2-e]purine]